FC1=C(C(=CC=C1)C)C1CC(C1)=O 3-(2-fluoro-6-methylphenyl)cyclobutan-1-one